CC1(COC1)COC1=CC2=C(N(C=N2)C2=NC3=C(C=CC=C3C=C2)N2CCC(CC2)N)C=C1 1-[2-[5-[(3-methyloxetan-3-yl)methoxy]benzimidazol-1-yl]quinolin-8-yl]piperidin-4-amine